C(C)(=O)OC[C@H]1O[C@H](C[C@@H]1OC(C)=O)N1C(NC(C(=C1)C)=O)=O ((2R,3S,5R)-3-acetoxy-5-(5-methyl-2,4-dioxo-3,4-dihydropyrimidin-1(2H)-yl)tetrahydrofuran-2-yl)methyl acetate